4-amino-butanoate NCCCC(=O)[O-]